CC1=C(C=2N(C=C1C1=C(C3=NC(=CC=C3N1)N1[C@H]3CN([C@@H](C1)C3)C3CCS(CC3)(=O)=O)C(C)C)N=CN2)C 4-[(1R,4R)-5-(2-{7,8-dimethyl-[1,2,4]triazolo[1,5-a]pyridin-6-yl}-3-(propan-2-yl)-1H-pyrrolo[3,2-b]pyridin-5-yl)-2,5-diazabicyclo[2.2.1]heptan-2-yl]-1λ6-thiane-1,1-dione